N[C@@H](CC(=O)N1CC=2N(CC1)C(=NN2)C(F)(F)F)CC2=C(C=C(C(=C2)F)F)F 7-[(3R)-3-amino-1-oxo-4-(2,4,5-trifluorophenyl)butyl]-5,6,7,8-tetrahydro-3-trifluoromethyl-1,2,4-triazolo[4,3-a]pyrazine